6,6'-(((((4-nitrophenethyl)azanediyl)bis(ethane-2,1-diyl))bis((carboxymethyl)azanediyl))bis(methylene))dipicolinic acid [N+](=O)([O-])C1=CC=C(CCN(CCN(CC(=O)O)CC2=CC=CC(=N2)C(=O)O)CCN(CC(=O)O)CC2=CC=CC(=N2)C(=O)O)C=C1